mercapto-pyridylcarbazole SC1=C(C=2NC3=CC=CC=C3C2C=C1)C1=NC=CC=C1